butyl 2-(3-{2-[(4-methylbenzenesulfonyl)oxy]ethoxy}propoxy)acetate CC1=CC=C(C=C1)S(=O)(=O)OCCOCCCOCC(=O)OCCCC